3-(Benzyloxy)-4-bromo-5-methylphenyl 4-methylbenzenesulfonate CC1=CC=C(C=C1)S(=O)(=O)OC1=CC(=C(C(=C1)C)Br)OCC1=CC=CC=C1